5-(4-((3-(5-chloro-2H-benzo[d][1,2,3]triazol-2-yl)-2-hydroxybenzyl)(ethyl)amino)benzylidene)pyrimidine-2,4,6(1H,3H,5H)-trione ClC1=CC=2C(=NN(N2)C=2C(=C(CN(C3=CC=C(C=C4C(NC(NC4=O)=O)=O)C=C3)CC)C=CC2)O)C=C1